1,3-Diethylbenzimidazolium bromide [Br-].C(C)[N+]1=CN(C2=C1C=CC=C2)CC